N[C@@H](CCCCNC(=O)N)C(=O)O L-Homocitrulline